CN(C=1C=CC(=C(C1)N1/C(/SCC1=O)=N/C(=O)NC1=C(C=C(C=C1)C1=NN(C=N1)C1=NC=C(C=C1)C(F)(F)F)F)CCC)C (Z)-1-(3-(5-(dimethylamino)-2-propylphenyl)-4-oxothiazolidin-2-ylidene)-3-(2-fluoro-4-(1-(5-(trifluoromethyl)pyridin-2-yl)-1H-1,2,4-triazol-3-yl)phenyl)urea